2-bromo-5-piperazin-1-yl-pyrazolo[1,5-a]pyrimidine-3-carbonitrile BrC1=NN2C(N=C(C=C2)N2CCNCC2)=C1C#N